BrC1=CC(=C(C=C1)F)C(C)(F)F 4-bromo-2-(1,1-difluoroethyl)-1-fluorobenzene